C1(CC1)CC1=C(C(=NN1C=1SC=C(N1)C(=O)O)C1=CC(=C(C=C1)F)OC(C)C)CC1=CC(=C(C=C1)S(N)(=O)=O)F 2-(5-(cyclopropylmethyl)-3-(4-fluoro-3-isopropoxyphenyl)-4-(3-fluoro-4-sulfamoylbenzyl)-1H-pyrazol-1-yl)thiazole-4-carboxylic acid